nickelous chloride [Ni](Cl)Cl